(+/-)-3-methyl-2-((2S,6R)-6-(3-(2-(pyridin-2-yl)ethyl)pyridin-2-yl)piperidin-2-yl)pyridine CC=1C(=NC=CC1)[C@H]1N[C@H](CCC1)C1=NC=CC=C1CCC1=NC=CC=C1 |r|